N-(4-methoxy-5-((6-((R)-3-phenylisoxazolidine-2-yl)pyrimidine-4-yl)amino)-2-(4-(4-(tetrahydro-2H-pyran-4-yl)piperazine-1-yl)piperidine-1-yl)phenyl)acrylamide COC1=CC(=C(C=C1NC1=NC=NC(=C1)N1OCC[C@@H]1C1=CC=CC=C1)NC(C=C)=O)N1CCC(CC1)N1CCN(CC1)C1CCOCC1